ClC1=NC=CC2=CC=C(C=C12)C 1-Chloro-7-methylisoquinoline